spiro[pyrrolidine-2,3'-quinoline] N=1CC2(C=C3C=CC=CC13)NCCC2